O1CCOC12CCN(CC2)C2=CC=C(C=N2)C2=C1C=C(C(=CC1=CC1=C2C(OC1)=O)OC)OC 9-(6-(1,4-dioxa-8-azaspiro[4.5]decan-8-yl)pyridin-3-yl)-6,7-dimethoxynaphtho[2,3-c]furan-1(3H)-one